C(C)(C)(C)OC(=O)N1CCC(CC1)COC=1SC(=NN1)N 4-(((5-amino-1,3,4-thiadiazol-2-yl)oxy)methyl)piperidine-1-carboxylic acid tert-butyl ester